ClC=1C=C(C(=NC1F)N1C(N(C2=NC=CC(=C21)OCC(=C)C)COCC[Si](C)(C)C)=O)F 1-(5-chloro-3,6-difluoropyridin-2-yl)-7-((2-methylallyl)oxy)-3-((2-(trimethylsilyl)ethoxy)methyl)-1,3-dihydro-2H-imidazo[4,5-b]pyridin-2-one